2-methyl-styrene acrylate C(C=C)(=O)O.CC1=C(C=C)C=CC=C1